FC(=C1C[C@@H]2[C@H]([C@H]([C@H]1C2)C(=O)O)NC(C2=C(C=C(C(=C2)OC2CCC(CC2)(C(=O)OCC2=CC=CC1=CC=CC=C21)C)F)OC)=O)F (1R,2S,3R,4R)-6-(difluoromethylene)-3-(4-fluoro-2-methoxy-5-(((1s,4S)-4-methyl-4-((naphthalen-1-ylmethoxy)carbonyl)cyclohexyl)oxy)benzamido)bicyclo[2.2.1]heptane-2-carboxylic acid